[N-](S(=O)(=O)C(F)(F)F)S(=O)(=O)C(F)(F)F.C(CCCCCC)N1CN(C=C1)C 1-heptyl-3-methylimidazole bis(trifluoromethanesulfonyl)imide salt